L-rhamnopyranosyl-(rhamnose) C1([C@H](O)[C@H](O)[C@@H](O)[C@@H](O1)C)C(=O)[C@H](O)[C@H](O)[C@@H](O)[C@@H](O)C